CNC(OC1=CC(=CC(=C1)C)C)=O 3,5-DIMETHYLPHENYL N-methylcarbamate